SCC(=O)O.SCC(=O)O.OCSCO hydroxymethyl sulfide bis(2-mercaptoacetate)